(2-(2,2-dimethyl-1,3-dioxan-5-yl) ethyl) carbonate C(OCCC1COC(OC1)(C)C)([O-])=O